CNC=1SC(=C(N1)C1=CC=CC=C1)C#N 2-(methylamino)-4-phenylthiazole-5-carbonitrile